COC1=NC=C(C(=N1)OC)C=1C(=C(N=NC1)N)[C@@H]1[C@H](C1)C(C)C (2,4-dimethoxypyrimidin-5-yl)-4-((1S,2R)-2-isopropylcyclopropyl)pyridazin-3-amine